(5R)-5-methyl-1,2,3-oxathiazolidine-3-carboxylic acid tert-butyl ester 2,2-dioxide C(C)(C)(C)OC(=O)N1S(O[C@@H](C1)C)(=O)=O